C1(CC1)C(=O)N1CC(CC1)C#CC1=CC2=C(N=C3N2[C@H]2C4=C(C(N([C@@H]3C2)C([2H])([2H])[2H])=O)C=CC=C4OC(F)F)C=C1 (7R,14R)-11-((1-(cyclopropanecarbonyl)pyrrolidin-3-yl)ethynyl)-1-(difluoromethoxy)-6-(methyl-d3)-6,7-dihydro-7,14-methanobenzo[f]benzo[4,5]imidazo[1,2-a][1,4]diazocin-5(14H)-one